BrC1=C(C=C(C=C1)OC)OCCCCl 1-bromo-2-(3-chloropropoxy)-4-methoxybenzene